FC(C1=CC=CC=2N1N=C(C2)[C@@H]2N(CCC1=C2N=CN1)C(=O)C=1OC(=NN1)C1=CC=NN1C)F (R)-(4-(7-(difluoromethyl)pyrazolo[1,5-a]pyridin-2-yl)-6,7-dihydro-1H-imidazo[4,5-c]pyridin-5(4H)-yl)(5-(1-methyl-1H-pyrazol-5-yl)-1,3,4-oxadiazol-2-yl)methanone